Cl.N1=CN=C(C=C1)C(=O)N pyrimidine-4-carboxamide hydrochloride